BrC1=CN(C=2N=CN=C(C21)N)[C@H]2[C@@H]1O[C@@H]1[C@H](O2)C=C 5-bromo-7-[(1R,2R,4R,5R)-4-ethenyl-3,6-dioxabicyclo[3.1.0]hexan-2-yl]-7H-pyrrolo[2,3-d]pyrimidin-4-amine